FC1=CC=C(C=C1)N1C=NC2=C1C=CC(=C2)OC=2C=CC(=C(C#N)C2)OCC2CCN(CC2)S(=O)(=O)C 5-{[1-(4-fluorophenyl)-1H-1,3-benzodiazol-5-yl]oxy}-2-[(1-methanesulfonylpiperidin-4-yl)methoxy]benzonitrile